N-(2-pyridyl)-5-[[(3S)-1-[2-oxo-2-[(2S,4S)-2-cyano-4-fluoro-pyrrolidin-1-yl]ethyl]pyrrolidin-3-yl]amino]quinoline-8-carboxamide N1=C(C=CC=C1)NC(=O)C=1C=CC(=C2C=CC=NC12)N[C@@H]1CN(CC1)CC(N1[C@@H](C[C@@H](C1)F)C#N)=O